acryloyl-oxydodecyl-pyridinium chloride [Cl-].C(C=C)(=O)OCCCCCCCCCCCC[N+]1=CC=CC=C1